O=C1NC(CCC1N1C(C2=C3C(CCCC13)=CC(=C2)CNC(CCCCCNC([O-])=O)=C=O)=O)=O (6-(((1-(2,6-dioxopiperidin-3-yl)-2-oxo-1,2,6,7,8,8a-hexahydrobenzo[cd]indol-4-yl)methyl)amino)-6-carbonylhexyl)carbamate